Cl.ClC1=C(CN2C[C@H](CC2)N2C(NC3=C2C=C(C=C3)C(=O)O)=O)C=CC(=C1)Cl (S)-3-(1-(2,4-dichlorobenzyl)pyrrolidin-3-yl)-2-oxo-2,3-dihydro-1H-benzo[d]imidazole-5-carboxylic acid hydrochloride